(R or S)-5-(2-(3-(ethoxy-methyl)-1-(2-(6-methylpyridin-3-yl)propan-2-yl)pyrrolidin-3-yl)ethyl)thieno[3,4-b]pyrazine C(C)OC[C@]1(CN(CC1)C(C)(C)C=1C=NC(=CC1)C)CCC=1SC=C2N=CC=NC21 |o1:4|